4-[4-[[2-(4-chlorophenyl)-1-piperidyl]methyl]-1-piperidyl]-2-(3-fluorophenoxy)-N-[3-nitro-4-(tetrahydropyran-4-ylmethylamino)phenyl]sulfonyl-benzamide ClC1=CC=C(C=C1)C1N(CCCC1)CC1CCN(CC1)C1=CC(=C(C(=O)NS(=O)(=O)C2=CC(=C(C=C2)NCC2CCOCC2)[N+](=O)[O-])C=C1)OC1=CC(=CC=C1)F